FC(COC=1C=C(C=NC1)CNC(OCCCC)=O)(F)F Butyl ((5-(2,2,2-trifluoroethoxy)pyridin-3-yl)methyl)carbamate